FC=1C=C2C=C(C=NC2=CC1F)NC1=NC(=NC=C1)NC=1C=C(C(=NC1)N1CCC(CC1)(O)C)OC 1-{5-[4-(6,7-difluoro-3-quinolylamino)-2-pyrimidinylamino]-3-methoxy-2-pyridyl}-4-methyl-4-piperidinol